(R)-3-((3-oxo-3-(pyrrolin-3-yloxy)propyl)amino)-7-(trifluoromethoxy)benzo[e][1,2,4]Triazine-1,4-dioxide O=C(CCNC=1N=[N+](C2=C([N+]1[O-])C=CC(=C2)OC(F)(F)F)[O-])OC2=CNCC2